N-formylglutamamide C(=O)NC([C@@H](N)CCC(=O)N)=O